COC(=O)C1=NC(=CC=C1C(=O)OC)OC 6-methoxypyridine-2,3-dicarboxylic acid dimethyl ester